C(=O)(O)C1=CC=C(C=C1)C1=NC(=CN(C1)C1=CC=C(C=C1)C(=O)O)C1=CC=C(C=C1)C(=O)O 2,4,6-tris(4-carboxyphenyl)-pyrazine